3-sulfamoylpropanoic acid S(N)(=O)(=O)CCC(=O)O